OC[C@]1(CC[C@@H](OC1)C=O)[N+](=O)[O-] ((2R,5S)-5-(hydroxymethyl)-5-nitrotetrahydro-2H-pyran-2-yl)methanone